C(C#CC)N[C@H]1CN(CC1)C1=CC(C(N=C1)=O)=O (R)-5-(3-but-2-ynylaminopyrrolidin-1-yl)-2,3-dioxo-pyridine